O1CCN(CC1)C=1C2=C(N=C(N1)NC1=NNC(=C1)C1=NC=CC=C1)C=C(O2)C2=CC=NC=C2 4-morpholino-6-(4-pyridyl)-N-[5-(2-pyridyl)-1H-pyrazol-3-yl]furo[3,2-d]pyrimidin-2-amine